7-((3R,5S)-1-propenoyl-5-methylpyrrolidin-3-yl)-4-amino-6-bromo-7H-pyrrolo[2,3-d]Pyrimidine-5-carboxylic acid tert-butyl ester C(C)(C)(C)OC(=O)C1=C(N(C=2N=CN=C(C21)N)[C@H]2CN([C@H](C2)C)C(C=C)=O)Br